methyl 5-hydroxy-2-methyl-benzo[b]thiophene-3-carboxylate OC1=CC2=C(SC(=C2C(=O)OC)C)C=C1